1-[2-(2-tert-butoxyethoxy)ethoxy]hexane tert-butyl-(2S,4R)-2-((1H-1,2,3-triazol-1-yl)methyl)-4-(5-(3-(trifluoromethoxy)phenyl)oxazole-2-carboxamido)pyrrolidine-1-carboxylate C(C)(C)(C)OC(=O)N1[C@@H](C[C@H](C1)NC(=O)C=1OC(=CN1)C1=CC(=CC=C1)OC(F)(F)F)CN1N=NC=C1.C(C)(C)(C)OCCOCCOCCCCCC